CO[Si](C(CCNCCCC)C)(OC)OC N-[3-(trimethoxysilyl)butyl]butylamine